(1R,2S,4S,6R)-2-(hydroxymethyl)-2-(methoxymethyl)-6-methyl-quinuclidin-3-one OC[C@]1(N2[C@@H](C[C@@H](C1=O)CC2)C)COC